ClC1=CC=C(C=C1)CN1C([C@H](CS(C2=C1C=C(C(=C2)F)C2=NOC(=N2)C(C(F)(F)F)(F)F)(=O)=O)NC(OC(C)(C)C)=O)=O tert-butyl N-[(3R)-5-[(4-chlorophenyl)methyl]-8-fluoro-1,1,4-trioxo-7-[5-(1,1,2,2,2-pentafluoroethyl)-1,2,4-oxadiazol-3-yl]-2,3-dihydro-1λ6,5-benzothiazepin-3-yl]carbamate